CS(=O)(=O)[O-].[Mn+2].CS(=O)(=O)[O-] manganese(II) methanesulphonate